(3-benzyl-4-((dimethylamino)methyl)thiazol-2(3H)-ylidene)-1H-pyrrolo[2,3-b]pyridine-3-carboxamide C(C1=CC=CC=C1)N1C(SC=C1CN(C)C)=NC(=O)C1=CNC2=NC=CC=C21